1-iodooctadecane ICCCCCCCCCCCCCCCCCC